8-methyl-7-(3-(6-methylpyridazin-3-yl)-7,8-dihydro-1,6-naphthyridin-6(5H)-yl)-4H-pyrimido[1,2-b]pyridazin-4-one CC1=CC=2N(N=C1N1CC=3C=C(C=NC3CC1)C=1N=NC(=CC1)C)C(C=CN2)=O